C1(CC1)C=1N=CN2C1CN(CC1=C2C=C(C(=C1)F)C(=O)NC1=NC(=CC=C1)C1=NN=CN1C(C)C)CC1=CC=CC=C1 3-cyclopropyl-5-benzyl-8-fluoro-N-[6-(4-isopropyl-4H-1,2,4-triazol-3-yl)pyridin-2-yl]-5,6-dihydro-4H-benzo[f]imidazo[1,5-a][1,4]diazepine-9-carboxamide